7-isopropoxy-4-(o-tolyl)quinolin-2(1H)-one C(C)(C)OC1=CC=C2C(=CC(NC2=C1)=O)C1=C(C=CC=C1)C